2-amino-4-bromopyridin-3-ol NC1=NC=CC(=C1O)Br